C(C=C)N1N=C(C=C1C1=NC2=C(N1)C=CC=C2)NC(C2=CC=C(C=C2)F)=O N-[1-allyl-5-(1H-benzimidazol-2-yl)pyrazol-3-yl]-4-fluoro-benzamide